C(#N)CN1C2=C(C=C1C(=O)N(C1=CC=CC=C1)C)C=C(S2)C2CC(OCC2)(C)C 6-(cyanomethyl)-2-[2,2-dimethyltetrahydropyran-4-yl]-N-methyl-N-phenylthieno[2,3-b]pyrrole-5-carboxamide